C(C1=CC=CC=C1)N(C(\C=C\C1=CC=C(C=C1)OC)=O)C1=C(C=CC=C1)OCCCC (E)-N-benzyl-N-(2-butoxyphenyl)-3-(4-methoxyphenyl)acrylamide